ethyl bicyclo[6.1.0]non-4-ene-9-carboxylate C12CCC=CCCC2C1C(=O)OCC